FC1=CC=C(CS(=O)(=O)C2=NC3=C(N2)C=CC=C3)C=C1 2-((4-fluorobenzyl)sulfonyl)-1H-benzo[d]imidazole